5-methyl-N-[2-(5-methyl-2-thienyl)-2-(4-morpholinyl)ethyl][1,2,4]triazolo[1,5-a]pyrimidin-7-amine CC1=NC=2N(C(=C1)NCC(N1CCOCC1)C=1SC(=CC1)C)N=CN2